NC1=NC=CC=C1C1=NC2=C(N1)C=CC=C2 2-(2-aminopyridin-3-yl)-1H-benzo[d]imidazol